C(=O)O.C(=O)O.CN(CCC1=CNC2=CC=CC(=C12)OC(CN(C)C)=O)C dimethylglycine 3-(2-(dimethylamino) ethyl)-1H-indol-4-yl ester diformate